2-[4-(4-fluorophenyl)-2-(propan-2-yl)-1H-imidazol-1-yl]Acetyl-piperazine FC1=CC=C(C=C1)C=1N=C(N(C1)CC(=O)N1CCNCC1)C(C)C